OC1=CC2=C(C(NC(O2)=O)=S)C=C1C(C)C 7-hydroxy-6-isopropyl-2-oxo-4-thioxo-2H-benzo[e][1,3]oxazin